OC1=C(C=C(C(=O)C2=CC(=C(C=C2)O)C)C=C1)C 4,4'-dihydroxy-3,3'-dimethylbenzophenone